4-((1,3-bis(oleoyloxy)propan-2-yl)oxy)-4-oxobutanoic acid C(CCCCCCC\C=C/CCCCCCCC)(=O)OCC(COC(CCCCCCC\C=C/CCCCCCCC)=O)OC(CCC(=O)O)=O